C(=O)(O)CCN1C=NCC1 Carboxyethylimidazolin